ClC1=CC=C(CN2C=C(C3=CC(=CC=C23)C2=NN=NN2)C=O)C=C1 1-(4-chlorobenzyl)-5-(1H-tetrazol-5-yl)-1H-indole-3-carbaldehyde